FC=1C=CC(=C(C(=O)O)C1)C=1N(C(=C(C1)C(=O)OC)C)C 5-Fluoro-2-[4-(methoxycarbonyl)-1,5-dimethyl-1H-pyrrol-2-yl]benzoic acid